tin-molybdenum disulfide [Mo](=S)=S.[Sn]